ClC=1C=C2C(CC(OC2=CC1)(C(=O)OCC)O)=O ethyl 6-chloro-2-hydroxy-4-oxochromane-2-carboxylate